methyl (2S)-2-[[6-[3-[2-[[2-amino-1-(azetidin-3-yloxymethyl)-2-oxo-ethyl]amino]-2-oxo-ethoxy]phenoxy]pyridine-3-carbonyl]amino]-5,5-dimethyl-hexanoate NC(C(COC1CNC1)NC(COC=1C=C(OC2=CC=C(C=N2)C(=O)N[C@H](C(=O)OC)CCC(C)(C)C)C=CC1)=O)=O